C(#N)C(CNC=1C(=CC=C2C=CC(=CC12)C1=CC=CC(=N1)C(=O)O)OC)=C 6-{8-[(2-cyano-2-methylideneethyl)amino]-7-methoxynaphthalen-2-yl}pyridine-2-carboxylic acid